1,2,3,4,5-pentamethylimidazole CN1C(N(C(=C1C)C)C)C